9-Ethyl-6,6-dimethyl-8-(3-morpholin-4-yl-azetidin-1-yl)-11-oxo-6,11-dihydro-5H-benzo[b]carbazole-3-carbonitrile C(C)C1=CC2=C(C(C=3NC4=CC(=CC=C4C3C2=O)C#N)(C)C)C=C1N1CC(C1)N1CCOCC1